BrC=1C(NC(=NC1C1CCCC1)C1=CN=CN1C1CC1)=O 5-bromo-6-cyclopentyl-2-(1-cyclopropyl-1H-imidazol-5-yl)-4(3H)-pyrimidinone